(2S)-2,5-diamino-1-[4-[4-[[3-[4-(difluoromethoxy)phenyl]imidazo[1,2-a]pyrazin-8-yl]amino]-2-methylbenzoyl]piperazin-1-yl]pentan-1-one N[C@H](C(=O)N1CCN(CC1)C(C1=C(C=C(C=C1)NC=1C=2N(C=CN1)C(=CN2)C2=CC=C(C=C2)OC(F)F)C)=O)CCCN